Tertiary amyl peroxypivalate C(C(C)(C)C)(=O)OOC(C)(C)CC